ClC1=C2CCN([C@@H](C2=C(C=C1)OCC1=NOC2=NC=CC=C21)CN2C(CCC2)=O)C(=O)C2CCCCC2 (1S,2R)-2-((S)-5-Chloro-8-(isoxazolo[5,4-b]pyridin-3-ylmethoxy)-1-((2-oxopyrrolidin-1-yl)methyl)-1,2,3,4-tetrahydroisochinolin-2-carbonyl)cyclohexan